FC(C1=CC=C(C=C1)NC(C1=C(C=CC=C1)O)=O)(F)F N-[4-[(trifluoromethyl)]phenyl]-2-hydroxybenzoamide